C(#N)C=1C=NN2C1C(=CC(=C2F)OCC(C)(C)O)C=2C=CC(=NC2)N2CC1N(C(C2)C1)C(=O)NC1=CC=CC=C1 3-(5-(3-cyano-7-fluoro-6-(2-hydroxy-2-methylpropoxy)pyrazolo[1,5-a]pyridin-4-yl)pyridin-2-yl)-N-phenyl-3,6-diazabicyclo[3.1.1]heptane-6-carboxamide